N-[2-[3-[(S or R)-[1-[(4aR,8aS)-3-oxo-4,4a,5,7,8,8a-hexahydropyrido[4,3-b][1,4]oxazine-6-carbonyl]-4-piperidinyl]-phenyl-methyl]phenoxy]ethyl]-3-[2-(2-aminoethoxy)ethoxy]propanamide O=C1N[C@H]2[C@@H](OC1)CCN(C2)C(=O)N2CCC(CC2)[C@H](C=2C=C(OCCNC(CCOCCOCCN)=O)C=CC2)C2=CC=CC=C2 |o1:19|